FC(C=1C=C(C=CC1)C1=CC(=CO1)C(=O)NC1=NC(=NS1)CC(C)(F)F)(F)F 5-(3-(trifluoromethyl)phenyl)-N-(3-(2,2-difluoropropyl)-1,2,4-thiadiazol-5-yl)furan-3-carboxamide